C1C=2N(CCCN1)N=C1C2CCCNC1=O 2,3,4,5,9,10,11,12-octahydroazepino[3',4':3,4]pyrazolo[1,5-a][1,4]diazepin-8(1H)-one